4-((3-(5-bromo-2-methoxyphenyl)isoOxazol-5-yl)methyl)piperazine-1-carboxylic acid tert-butyl ester C(C)(C)(C)OC(=O)N1CCN(CC1)CC1=CC(=NO1)C1=C(C=CC(=C1)Br)OC